C(C)(=O)N1C(/C(/NC(C1)=O)=C/C=1N=CN(C1C)CC1=CC=CC=C1)=O (Z)-1-acetyl-3-((5-methyl-1-benzylimidazol-4-yl)methylene)piperazine-2,5-dione